C(C)(C)(C)OC(NCCSSCCCBr)=O [2-(3-Bromo-propyldisulfanyl)-ethyl]-carbamic acid tert-butyl ester